N[C@H](C(=O)OC)C(C)C methyl (2S)-2-amino-3-methylbutanoate